CNC1=CC=C2C=NN(C2=C1)C N,1-dimethyl-1H-indazol-6-amine